1-hydroxyethyl acrylate C(C=C)(=O)OC(C)O